3,3-Dimethyl-1-{2-[(3R)-3-methylpiperazin-1-yl]acetyl}-2,3-dihydro-1H-indole-6-carbonitrile CC1(CN(C2=CC(=CC=C12)C#N)C(CN1C[C@H](NCC1)C)=O)C